N4,N4'-bis(naphthalen-1-yl)-N4,N4'-Diphenylbiphenyl-4,4'-diamine C1(=CC=CC2=CC=CC=C12)N(C1=CC=C(C=C1)C1=CC=C(C=C1)N(C1=CC=CC=C1)C1=CC=CC2=CC=CC=C12)C1=CC=CC=C1